ClC1=C2C(=CC=C1F)N(C(C21CCN(CC1)C(=O)C=1C=C2C=NNC2=CC1)=O)CC(=O)N1CC(C1)(F)F 4-chloro-1-[2-(3,3-difluoroazetidin-1-yl)-2-oxoethyl]-5-fluoro-1'-(1H-indazole-5-carbonyl)spiro[indole-3,4'-piperidin]-2-one